CC(C)(C)C=1C=C(CC(C(=O)OC)C)C=C(C1O)C(C)(C)C methyl 3,5-bis(1,1-dimethylethyl)-4-hydroxy-benzylpropionate